1-Heptyl-1-methylpyrrolidinium C(CCCCCC)[N+]1(CCCC1)C